[N+](=O)([O-])O[O-] Peroxynitrat